ClC=1C=C(C=CC1F)N(C(=O)[C@H]1N(C[C@H](C1)N1C[C@@H](OCC1)CO)C1=NC(=CC(=C1C#N)C(F)(F)F)C)CC (2s,4s)-N-(3-chloro-4-fluorophenyl)-1-(3-cyano-6-methyl-4-(trifluoromethyl)-pyridin-2-yl)-N-ethyl-4-((R)-2-(hydroxymethyl)morpholino)pyrrolidine-2-carboxamide